N-(5-((4-((tert-butyldimethylsilyl)oxy)bicyclo(2.2.2)octan-1-yl)methoxy)-1,3,4-thiadiazol-2-yl)-4-(2-fluoro-6-methoxyphenyl)-6-methylnicotinamide [Si](C)(C)(C(C)(C)C)OC12CCC(CC1)(CC2)COC2=NN=C(S2)NC(C2=CN=C(C=C2C2=C(C=CC=C2OC)F)C)=O